CS(=O)(=O)[O-].C(CCCCCCCCCCC)[NH+]1C(CCC1)C 1-Dodecyl-2-Methylpyrrolidinium methansulfonat